CC(CCC(=O)N[C@@H]1[C@H](C=C(C(=O)O)O[C@H]1[C@H](O)[C@H](O)CO)NC(=N)N)C 5-(4-methylpentanamido)-2,6-anhydro-4-guanidino-3,4,5-trideoxy-D-glycero-D-galacto-non-2-enonic acid